C1(=CC=CC=C1)N1N=C(C(=C1)C=CC=O)C=1C=NC=CC1 3-(1-phenyl-3-(pyridin-3-yl)-1H-pyrazol-4-yl)prop-2-en-1-one